CC(=CCC=1C(=C(C(=CC1O)CCCCC)S(=O)(=O)NC(C1=CC=CC=C1)=O)O)CCC=C(C)C N-((3-(3,7-dimethylocta-2,6-dien-1-yl)-2,4-dihydroxy-6-pentylphenyl)sulfonyl)benzamide